ClC(=O)C1=CC=C(C=C1)C1=CC=C(C=C1)C(=O)O 4'-(chlorocarbonyl)-[1,1'-biphenyl]-4-carboxylic acid